Tert-butyl (S)-2-(4-chlorophenyl)-3-(4-((5R,7S)-7-hydroxy-5-methyl-6,7-dihydro-5H-cyclopenta[d]pyrimidin-4-yl)piperazin-1-yl)-3-oxopropyl(cyclopropylmethyl)carbamate ClC1=CC=C(C=C1)[C@@H](CN(C(OC(C)(C)C)=O)CC1CC1)C(=O)N1CCN(CC1)C=1C2=C(N=CN1)[C@H](C[C@H]2C)O